C(C)(C)(C)C1=CC(=CC2=CC=CC=C12)C1=NC2=C(N1C1=C(C=CC=C1C)C)C=CC=C2 2-(4-(tert-butyl)naphthalen-2-yl)-1-(2,6-dimethylphenyl)-1H-benzo[d]imidazole